ClC1=C(OC(C(=O)OCC(CC(=O)OCC)=O)C)C=C(C(=C1)F)N1C(N(C(N(C1=O)C)=S)C)=O ethyl 4-((2-(2-chloro-5-(3,5-dimethyl-2,6-dioxo-4-thioxo-1,3,5-triazin-1-yl)-4-fluorophenoxy) propionyl) oxy)-3-oxobutyrate